2,2'-(1,2,4,5-Tetrazine-3,6-diyl)diisonicotinic acid N1=NC(=NN=C1C=1C=C(C(=O)O)C=CN1)C=1C=C(C(=O)O)C=CN1